NC1=C(C=C(C=2C(C3=CC=CC=C3C(C12)=O)=O)NC1=CC2=CC3=CC=CC=C3C=C2C=C1)S(=O)(=O)O.C(C)(C)(C)P(C1=C(C=CC=C1)C1=C(C=CC=C1)C)C(C)(C)C 2-di-tert-butylphosphino-2'-methyl-biphenyl 1-amino-4-[2-anthracenylamino]-9,10-dioxo-9,10-dihydroanthracene-2-sulfonate